OC=1C=CC2=C(N(C(CC3=C2C=CC(=C3)O)=O)C)C1 3,9-dihydroxy-5-methyl-5,7-dihydro-6H-dibenzo[b,d]azepin-6-one